C(=O)(OC(C)(C)C)NO Bocaminoalcohol